C1(=CC=CC=C1)C1=NN([C@@H](CC1)CC(=C)C(F)(F)F)S(=O)(=O)C1=CC=C(C)C=C1 (S)-3-phenyl-1-tosyl-6-(2-(trifluoromethyl)allyl)-1,4,5,6-tetrahydropyridazine